1-(2-bromoethyl)-2,6-dimethylbenzene BrCCC1=C(C=CC=C1C)C